O=C1[C@@H](N2CC[C@H]1C2)COP(=O)(OC2=CC=CC=C2)N[C@@H](C)C(=O)OCC2=CC=CC=C2 benzyl ((((1R,2S,4S)-3-oxo-1-azabicyclo[2.2.1]heptan-2-yl)methoxy)(phenoxy)phosphoryl)-L-alaninate